FC(CN1CCC(CC1)(C(=O)NC=1N=CC2=CC=C(C=C2C1)C=1C=NN(C1)C)F)(C)F 1-(2,2-difluoropropyl)-4-fluoro-N-(6-(1-methyl-1H-pyrazol-4-yl)isoquinolin-3-yl)piperidine-4-carboxamide